(E)-3-((dimethylamino)methylene)piperidine-2,4-dione CN(C)\C=C/1\C(NCCC1=O)=O